C(C)C=1C(NC=2C=C(C=NC2C1)CC1=NC(=CC=C1C=1CCNCC1)C(=O)NC)=C=O ((7-ethyl-6-carbonyl-5,6-dihydro-1,5-naphthyridin-3-yl)methyl)-N-methyl-1',2',3',6'-tetrahydro-[3,4'-bipyridine]-6-carboxamide